glycerin monoacetyl-montanate C(C)(=O)C(C(=O)O)CCCCCCCCCCCCCCCCCCCCCCCCCC.OCC(O)CO